N-(4-(bicyclo[3.1.0]hexan-3-yloxy)-3,5-difluorophenyl)-6-(3-methoxy-3-methylazetidin-1-yl)-5-vinylpicolinamide C12CC(CC2C1)OC1=C(C=C(C=C1F)NC(C1=NC(=C(C=C1)C=C)N1CC(C1)(C)OC)=O)F